C1=CN=NN=C1N=[N+]=[N-] azidotriazine